(1R,2S,5S)-N-((S)-1-cyano-2-((S)-2-oxopyrrolidin-3-yl)ethyl)-3-((S)-3,3-dimethyl-2-(2-phenylacetamido)butyryl)-6,6-dimethyl-3-azabicyclo[3.1.0]hexane-2-carboxamide C(#N)[C@H](C[C@H]1C(NCC1)=O)NC(=O)[C@@H]1[C@H]2C([C@H]2CN1C([C@H](C(C)(C)C)NC(CC1=CC=CC=C1)=O)=O)(C)C